ClC=1C=CC(=C2C(C(=C(NC12)NC1=CC=C(C=C1)C(C)C)C(CC(C)C)=O)=O)[N+](=O)[O-] 8-chloro-2-((4-isopropylphenyl)amino)-3-(3-methylbutanoyl)-5-nitroquinolin-4(1H)-one